5-methyl-N-(3-fluoro-4-(4-dimethylaminopiperidin-1-yl)phenyl)-4-(1-isopropyl-1H-pyrazol-4-yl)pyrimidin-2-amine CC=1C(=NC(=NC1)NC1=CC(=C(C=C1)N1CCC(CC1)N(C)C)F)C=1C=NN(C1)C(C)C